(R)-1-bromo-3-fluoro-2-methoxy-5-(1-methoxypropan-2-yl)benzene BrC1=C(C(=CC(=C1)[C@H](COC)C)F)OC